(R)-1-(((2-(2-bromo-4-chlorophenylmethyl)-1-(4-chlorophenyl)-7-fluoro-5-(2-hydroxypropan-2-yl)-3-oxoisoindolin-1-yl)oxy)methyl)cyclopropanecarbonitrile BrC1=C(C=CC(=C1)Cl)CN1[C@](C2=C(C=C(C=C2C1=O)C(C)(C)O)F)(C1=CC=C(C=C1)Cl)OCC1(CC1)C#N